ClC=1C=C(C=NC1Cl)NC(=O)[C@@H]1[C@H]2[C@@H]3C[C@@H]3[C@@H]([C@@H]1C1=CC(=NC=C1)C)O2 |r| rac-(1S,2S,4R,5R,6S,7S)-N-(5,6-dichloropyridin-3-yl)-7-(2-methylpyridin-4-yl)-8-oxatricyclo[3.2.1.02,4]octane-6-carboxamide